(S)-2-(5-chlorothiophen-2-yl)-1-(4-((5R,7S)-7-hydroxy-5-methyl-6,7-dihydro-5H-cyclopenta[d]pyrimidin-4-yl)piperazin-1-yl)-3-(isopropylamino)propan-1-one ClC1=CC=C(S1)[C@H](C(=O)N1CCN(CC1)C=1C2=C(N=CN1)[C@H](C[C@H]2C)O)CNC(C)C